(1R,4R,7R)-2-{2-[1-(cyclopropylmethyl)-1H-pyrrolo[2,3-b]pyridin-2-yl]-7-methoxy-1-[1-(pyrimidin-2-yl)azetidin-3-yl]-1H-1,3-benzodiazole-5-carbonyl}-2-azabicyclo[2.2.1]heptan-7-amine C1(CC1)CN1C(=CC=2C1=NC=CC2)C2=NC1=C(N2C2CN(C2)C2=NC=CC=N2)C(=CC(=C1)C(=O)N1[C@@H]2CC[C@H](C1)[C@H]2N)OC